NC1=NC(N(C=C1F)[C@@H]1O[C@]([C@H]([C@@H]1F)OC(C1=CC=CC=C1)(C1=CC=CC=C1)C1=CC=C(C=C1)OC)(\C=C/F)CO[Si](C)(C)C(C)(C)C)=O 4-amino-1-((2R,3S,4R,5R)-5-(((tert-butyldimethylsilyl)oxy)methyl)-3-fluoro-5-((Z)-2-fluorovinyl)-4-((4-methoxyphenyl)diphenylmethoxy)tetrahydrofuran-2-yl)-5-fluoropyrimidin-2(1H)-one